pyrido[1,2-b]pyridazine N1N2C(=CC=C1)C=CC=C2